6-((2-(2-(1H-tetrazol-5-yl)phenyl)-6-(benzyl(isobutyl)amino)pyridin-4-yl)amino)-5-fluoronicotinamide N1N=NN=C1C1=C(C=CC=C1)C1=NC(=CC(=C1)NC1=NC=C(C(=O)N)C=C1F)N(CC(C)C)CC1=CC=CC=C1